1H-1,2,3-triazole-4-carboxamide hydrochloride Cl.N1N=NC(=C1)C(=O)N